p-methoxybiphenyl COC1=CC=C(C=C1)C1=CC=CC=C1